(R)-5-tert-Butyl 3-ethyl 2-((R)-1-(((benzyloxy)carbonyl)amino)propan-2-yl)-6-methyl-6,7-dihydro-2H-pyrazolo[4,3-c]pyridine-3,5(4H)-dicarboxylate C(C1=CC=CC=C1)OC(=O)NC[C@@H](C)N1N=C2C(CN([C@@H](C2)C)C(=O)OC(C)(C)C)=C1C(=O)OCC